nitroparaben [N+](=O)([O-])OC(=O)C1=CC=C(O)C=C1